N1=C(SC=2CNCCC21)C(=O)OCC Ethyl 4,5,6,7-tetrahydrothiazolo[5,4-c]pyridine-2-carboxylate